NC=1N=C(SC1C(C1=CC=CC=C1)=O)N(C1=CC(=C(C=C1)F)OC(F)F)C(C(=O)N)C [N-(4-amino-5-benzoyl-thiazol-2-yl)-3-(difluoromethoxy)-4-fluoro-anilino]propanamide